(S)-N-hydroxy-4-(1-methylpiperidine-4-carbonyl)-3-phenyl-2,3,4,5-tetrahydrobenzo[f][1,4]oxazepine-8-carboxamide ONC(=O)C1=CC2=C(CN([C@H](CO2)C2=CC=CC=C2)C(=O)C2CCN(CC2)C)C=C1